CC1=NN2C(N=C(C=C2)C)=C1C 2,3,5-trimethylpyrazolo[1,5-a]pyrimidin